C(C)OC(=O)C1=CC=2C(=NC(=CC2)Cl)N1 6-chloro-1H-pyrrolo[2,3-b]pyridine-2-carboxylic acid ethyl ester